(S)-14-(chloromethyl)-7-ethyl-7-hydroxy-15-nitro-10,13-dihydro-11H-[1,3]dioxolo[4,5-g]pyrano[3',4':6,7]indolizino[1,2-b]quinoline-8,11(7H)-dione ClCC1=C2C(=NC=3C=C4C(=C(C13)[N+](=O)[O-])OCO4)C4=CC1=C(C(N4C2)=O)COC([C@]1(O)CC)=O